1-(5-(2,4-difluorophenyl)-1H-indol-3-yl)-3-(4-(trifluoromethyl)phenyl)urea FC1=C(C=CC(=C1)F)C=1C=C2C(=CNC2=CC1)NC(=O)NC1=CC=C(C=C1)C(F)(F)F